C(OC1=C(C=CC2=CC=CC=C12)C#N)([2H])([2H])[2H] 1-(methoxy-d3)-2-naphthonitrile